BrC=1C=CC(=C(C(=O)N)C1)S(N[C@@H]([C@H](C)C1=C(C(=CC=C1F)CC)C)C=1OC(NN1)=O)(=O)=O 5-bromo-2-(N-((1S,2R)-2-(3-ethyl-6-fluoro-2-methylphenyl)-1-(5-oxo-4,5-dihydro-1,3,4-oxadiazol-2-yl)propyl)sulfamoyl)benzamide